p-nitro-N,N-dimethylaniline ammonium [NH4+].[N+](=O)([O-])C1=CC=C(N(C)C)C=C1